(4-amino-1,3-dihydrofuro[3,4-c]quinolin-8-yl)-[(3S,5S)-3-methyl-5-[5-(trifluoromethyl)-2-pyridyl]morpholin-4-yl]methanone NC1=NC=2C=CC(=CC2C2=C1COC2)C(=O)N2[C@H](COC[C@@H]2C2=NC=C(C=C2)C(F)(F)F)C